ClC1=CC=C(C=C1)N(C1CCC(CC1)N(C1=C(C(N(C2=CC=CN=C12)C)=O)C#N)C)CC1CC1 4-((4-((4-chlorophenyl)(cyclopropylmethyl)amino)cyclohexyl)(methyl)amino)-1-methyl-2-oxo-1,2-dihydro-1,5-naphthyridine-3-carbonitrile